ClC=1C=CC=C2C(N=C(NC12)C=1SC=C(N1)C1=CC=C(C(=O)O)C=C1)C 4-(2-(8-chloro-4-methyl-1,4-dihydroquinazolin-2-yl)thiazol-4-yl)benzoic acid